OC1=CC=C(C=C1)C1=NNC2=NC=C(C=C21)C2=CC=C(C=C2)NS(=O)(=O)C N-(4-(3-(4-hydroxyphenyl)-1H-pyrazolo[3,4-b]pyridin-5-yl)phenyl)methanesulfonamide